Trans-N-[2-(2-aminoethylamino)ethyl]-4-[[2-chloro-6-[4-[4-[(4R)-4-amino-2-oxo-pyrrolidin-1-yl]phenyl]sulfonylpiperazin-1-yl]-4-pyridyl]-difluoro-methyl]cyclohexanecarboxamide NCCNCCNC(=O)[C@@H]1CC[C@H](CC1)C(F)(F)C1=CC(=NC(=C1)N1CCN(CC1)S(=O)(=O)C1=CC=C(C=C1)N1C(C[C@H](C1)N)=O)Cl